(2-((2,2-dimethylazetidin-1-yl)methyl)phenyl)methylamine CC1(N(CC1)CC1=C(C=CC=C1)CN)C